2,4-bis[(laurylthio)methyl]-o-cresol C(CCCCCCCCCCC)SCC1(CC(=CC=C1O)CSCCCCCCCCCCCC)C